mono-(2-hydroxyethyl)-para-(aminomethyl)benzoic acid OCCC1=C(C(=O)O)C=CC(=C1)CN